Iridium 6,6'-dihydroxy-2,2'-bipyridine OC1=CC=CC(=N1)C1=NC(=CC=C1)O.[Ir]